(4-(((2Z)-5-(4-bromophenyl)-7-methyl-3-oxo-6-((propan-2-yloxy)carbonyl)-5H-[1,3]thiazolo[3,2-a]pyrimidin-2(3H)-ylidene)methyl)phenoxy)acetic acid BrC1=CC=C(C=C1)C1C(=C(N=C2N1C(/C(/S2)=C/C2=CC=C(OCC(=O)O)C=C2)=O)C)C(=O)OC(C)C